5-[4-(2-acetylbenzoylamino)phenyl]-1H-naphtho[1,2-B][1,4]diazepine-2,4(3H,5h)-dione C(C)(=O)C1=C(C(=O)NC2=CC=C(C=C2)N2C3=C(NC(CC2=O)=O)C2=CC=CC=C2C=C3)C=CC=C1